COC=1C=C2C(=NC=NC2=CC1OC)OC1=CC(=C(C(=C1)F)C(C(=O)NC1=CC(=C(C=C1)N1CCOCC1)F)=O)F (4-((6,7-dimethoxyquinazolin-4-yl)oxy)-2,6-difluorophenyl)-N-(3-fluoro-4-morpholinylphenyl)-2-oxoacetamide